Perhydrobisphenol A OC1CCC(CC1)C(C)(C)C1CCC(CC1)O